O[C@H]1CN(CC[C@@H]1[C@H]1N2C(C3=CC=CC=C13)=CN=C2)C(C)=O 1-((3R,4R)-3-hydroxy-4-((R)-5H-imidazo[5,1-a]isoindol-5-yl)piperidin-1-yl)ethan-1-one